FC1=C(C=CC=C1CC1NCC2(CC2)C1NS(=O)(=O)C)C1=CC(=CC=C1)F N-(6-((2,3'-difluoro-[1,1'-biphenyl]-3-yl)methyl)-5-azaspiro[2.4]heptan-7-yl)methanesulfonamide